N[C@H](C)C=1C=C(C=C2C(C(=C(OC12)C=1C=NN(C1)C)C)=O)C 8-[(1R)-1-Aminoethyl]-3,6-dimethyl-2-(1-methylpyrazol-4-yl)chromen-4-one